N[C@H](C(=O)O)CC1CCOCC1 (S)-2-Amino-3-(tetrahydro-2H-pyran-4-yl)propanoic acid